tert-butyl (2S)-4-[7-bromo-6-chloro-2-[(1R)-2,2-dimethoxy-1-methyl-ethoxy]-8-fluoro-quinazolin-4-yl]-2-(cyanomethyl)piperazine-1-carboxylate BrC1=C(C=C2C(=NC(=NC2=C1F)O[C@@H](C(OC)OC)C)N1C[C@@H](N(CC1)C(=O)OC(C)(C)C)CC#N)Cl